CC(C)(C1=CC=C(C=C1)C2=CC=CC=C2)O 2-(4-biphenyl)-2-propanol